2-amino-4,5-di-methoxybenzoic acid NC1=C(C(=O)O)C=C(C(=C1)OC)OC